(Z)-2-(1-(4-(3-Chlorophenoxy)benzylidene)-5-methoxy-2-methyl-1H-inden-3-yl)acetic acid ClC=1C=C(OC2=CC=C(\C=C/3\C(=C(C4=CC(=CC=C34)OC)CC(=O)O)C)C=C2)C=CC1